C(C)OC(=O)C=1C=NC2=CC=C(C=C2C1NC1=C(C(=O)O)C=CC=C1)OC(F)(F)F 2-[[3-ethoxycarbonyl-6-(trifluoromethoxy)quinolin-4-yl]amino]benzoic acid